S1C=NC2=C1C=CC(=C2)CN(C(C(=O)OC)=O)CC2CCC2 methyl 2-((benzo[d]thiazol-5-ylmethyl)(cyclobutylmethyl)amino)-2-oxoacetate